NC=1C=C(C=CC1O)C(COC)=O 1-(3-amino-4-hydroxyphenyl)-2-methoxyethan-1-one